bis[2-trimethylsilylethylcyclopentadienyl]Hafnium C[Si](CCC1(C=CC=C1)[Hf]C1(C=CC=C1)CC[Si](C)(C)C)(C)C